C(CCCCCCCCCCC)S(=O)(=O)O.[C] carbon dodecyl-sulfonic acid